FC1(CCC(CC1)NC(=O)C1=CSC(=C1)[C@H]1[C@@H](C1)NCC1CCOCC1)F N-(4,4-difluorocyclohexyl)-5-((1R,2R)-2-((tetrahydro-2H-pyran-4-ylmethyl)-amino)cyclopropyl)-thiophene-3-carboxamide